COC1=NC=C(C=C1C(=O)N)NC(C(N1[C@H](CC[C@@H](C1)C)C=1C=CC2=C(N=C(S2)[C@H](CN(C)C)C)C1)=O)=O 2-methoxy-5-[[2-oxo-2-[(2R,5S)-5-methyl-2-[2-[(1S)-2-(dimethylamino)-1-methyl-ethyl]-1,3-benzothiazol-5-yl]-1-piperidyl]acetyl]amino]pyridine-3-carboxamide